COC(CCC1=CC=C(C=C1)N1CCN(CC1)C(=O)OCC1=CC=CC=C1)=O benzyl 4-(4-(3-methoxy-3-oxopropyl)phenyl)piperazine-1-carboxylate